2,6-di-t-butylhydroxytoluene C(C)(C)(C)C1=C(CO)C(=CC=C1)C(C)(C)C